N4,N4'-bis(9-phenyl-9H-carbazol-3-yl)biphenyl-4,4'-diamine C1(=CC=CC=C1)N1C2=CC=CC=C2C=2C=C(C=CC12)NC1=CC=C(C=C1)C1=CC=C(C=C1)NC=1C=CC=2N(C3=CC=CC=C3C2C1)C1=CC=CC=C1